N-((1s,3s)-3-((5-(cinnolin-6-yl)-4-methoxy-7H-pyrrolo[2,3-d]pyrimidin-2-yl)amino)-1-methylcyclobutyl)acetamide N1=NC=CC2=CC(=CC=C12)C1=CNC=2N=C(N=C(C21)OC)NC2CC(C2)(C)NC(C)=O